Ethyl 1-(4-chloro-2-(methylthio)pyrimidin-5-yl)cyclopropanecarboxylate ClC1=NC(=NC=C1C1(CC1)C(=O)OCC)SC